(3R)-1-(pyridin-2-yl)-pyrrolidine-3-carboxylic acid N1=C(C=CC=C1)N1C[C@@H](CC1)C(=O)O